methyl 2-(2-hydroxy-4-(trifluoromethyl)phenyl)acetate OC1=C(C=CC(=C1)C(F)(F)F)CC(=O)OC